4-chloro-N-(5-(1-(4-fluorophenyl)-1H-pyrazol-4-yl)-3-methylpyridin-2-yl)-1-(tetrahydro-2H-pyran-4-yl)-1H-pyrazole-5-carboxamide ClC=1C=NN(C1C(=O)NC1=NC=C(C=C1C)C=1C=NN(C1)C1=CC=C(C=C1)F)C1CCOCC1